ClC=1C(=C(C=CC1F)[C@@H]1N(OCC1)C1=CC(=NC=N1)NC=1C(=CC(=C(C1)NC(C=C)=O)N1CCC(CC1)N1CCN(CC1)CC)OC)F N-(5-((6-((R)-3-(3-chloro-2,4-difluorophenyl)-isoxazolidine-2-yl)pyrimidine-4-yl)amino)-2-(4-(4-ethylpiperazine-1-yl)piperidine-1-yl)-4-methoxyphenyl)acrylamide